FC1(OC(C(O1)(C(C(F)(F)F)(F)F)F)(F)F)C(C(F)(F)F)(F)F perfluoro(2,4-diethyl-1,3-dioxolane)